FC1(OC2=C(O1)C=CC(=C2)NC2=NC1=CC=CC=C1C(=N2)NCCCO)F 3-((2-((2,2-difluorobenzo[d][1,3]dioxol-5-yl)amino)quinazolin-4-yl)amino)propan-1-ol